NCCCCCCNC[Si](OC)(OC)OC 1-(6-aminohexyl)aminomethyltrimethoxysilane